1,1-dimethyl-2-(4-methoxyphenyl)ethylamine L-tartrate C(=O)(O)[C@H](O)[C@@H](O)C(=O)O.CC(CC1=CC=C(C=C1)OC)(C)N